[O-2].[Eu+3].[Ni+2] nickel-europium oxide